(4-methyl-2-(pyridin-2-yl)oxazol-5-yl)methanone CC=1N=C(OC1C=O)C1=NC=CC=C1